O.S(=O)(=O)([O-])[O-].[Zn+2] zinc sulfate monohydrate